N1C=C(C2=CC=CC=C12)C1N(CC2=CC(=CC=C12)C=C)C(=O)N (1H-indol-3-yl)-5-vinyl-isoindoline-2-carboxamide